tert-butyl 3-(4-cyanobenzyl)-2,4-dioxo-1,3,8-triazaspiro[4.5]decane-8-carboxylate C(#N)C1=CC=C(CN2C(NC3(C2=O)CCN(CC3)C(=O)OC(C)(C)C)=O)C=C1